ethylene bis(oxyethylene) bis(3-(5-tertiary butyl-5-hydroxy-m-tolyl) propionate) C(C)(C)(C)C1(CC(=CC(=C1)C)CCC(=O)O)O.C(C)(C)(C)C1(CC(=CC(=C1)C)CCC(=O)O)O.C(COC=C)OC=C